2-(3,4-dimethoxyphenyl)-3-ethyl-N-(3-methyl-3-(methylsulfinylamino)butyl)-1H-indole-5-carboxamide COC=1C=C(C=CC1OC)C=1NC2=CC=C(C=C2C1CC)C(=O)NCCC(C)(NS(=O)C)C